N1C(=C(C2=CC=CC=C12)C#N)C#N indole-2,3-dinitrile